2,5-dimethyl-3(2H)-furanone CC1OC(=CC1=O)C